CC=1C(=NC(=C(N1)C)C)C(=O)OCC ethyl 3,5,6-trimethylpyrazine-2-carboxylate